4-(1-Cyclopentyl-3-methyl-8-(1-methyl-1H-indazol-5-yl)-2-oxo-1,2,3,6-tetrahydroimidazo[4,5-d]pyrrolo[2,3-b]pyridin-7-yl)-N,N-dimethylbenzamid C1(CCCC1)N1C(N(C=2C1=C1C(=NC2)NC(=C1C=1C=C2C=NN(C2=CC1)C)C1=CC=C(C(=O)N(C)C)C=C1)C)=O